BrC=1C(=CC=2C3=C(C(=NC2C1F)SC)C=NN3[C@@H]3C[C@H](N(CC3)C(=O)OC(C)(C)C)CCO[Si](C)(C)C(C)(C)C)I tert-butyl (2S,4S)-4-(7-bromo-6-fluoro-8-iodo-4-(methylthio)-1H-pyrazolo[4,3-c]quinolin-1-yl)-2-(2-((tert-butyldimethylsilyl)oxy)ethyl)piperidine-1-carboxylate